C(C)(C)(C)OC(=O)N1[C@@H](C[C@H](C1)O)C(=O)O (2s,4r)-1-tert-butoxycarbonyl-4-hydroxypyrrolidine-2-carboxylic acid